O1CCN(CC1)CCOC1=NC(=CC(=N1)C(=O)NC1=CC=CC2=CC=CC=C12)N1CCNCC1 2-(2-morpholinoethoxy)-N-(1-naphthyl)-6-piperazin-1-yl-pyrimidine-4-carboxamide